C(C)(C)(C)C=1C2=C(N=C(N1)Cl)CCNC2=O tert-butyl-2-chloro-5-oxo-7,8-dihydropyrido[4,3-d]pyrimidine